ClC=1C=NN(C1C(=O)NC1=NC=C(C=C1F)C#CC1=CC=CC=C1)CC1(CCN(CC1)C(C(C)C)=O)F 4-chloro-1-((4-fluoro-1-isobutyrylpiperidin-4-yl)methyl)-N-(3-fluoro-5-(phenylethynyl)pyridin-2-yl)-1H-pyrazole-5-carboxamide